7-Chloro-6-((2,6-difluoro-4-(4-methylpiperazin-1-yl)phenyl)amino)chinolin-5,8-dion ClC1=C(C(C=2C=CC=NC2C1=O)=O)NC1=C(C=C(C=C1F)N1CCN(CC1)C)F